4-[5-([1,2,4]triazolo[1,5-a]pyridin-7-yl)thiophen-2-yl]methyl-2,4-dihydro-3H-1,2,4-triazol-3-one hydrochloride Cl.N=1C=NN2C1C=C(C=C2)C2=CC=C(S2)CN2C(NN=C2)=O